CC1=NN2C(N(C([C@H](CC2)NC(=O)C2=CC3=C(C=N2)COC32COCCC2)=O)C)=C1 N-[(6S)-2,4-dimethyl-5-oxo-7,8-dihydro-6H-pyrazolo[1,5-a][1,3]diazepin-6-yl]spiro[3H-furo[3,4-c]pyridine-1,3'-tetrahydropyran]-6-carboxamide